O1[C@@H](COCC1)COC1=NC(N2C(C3=CC=C(C=C3CC2)OCC2CCOCC2)=C1)=O 2-((S)-1-[1,4]Dioxan-2-ylmethoxy)-9-(tetrahydro-pyran-4-ylmethoxy)-6,7-dihydro-pyrimido[6,1-a]isoquinolin-4-one